3-(4-chloro-2-fluorophenyl)-4-methyl-3,4-dihydro-2H-benzo[b][1,4]oxazine ClC1=CC(=C(C=C1)C1N(C2=C(OC1)C=CC=C2)C)F